N1CCC(CCC1)C(CCC)C1=NC2=CC=C(C=C2C(N1CC)=O)F (1-(Azepan-4-yl)butyl)-3-ethyl-6-fluoroquinazolin-4(3H)-one